1-(2-(2-amino-4-cyclobutyl-3-fluorophenyl)-5-(5-hydroxy-6-(trifluoromethyl)nicotinoyl)-2,3,4,5,5a,6,8,9-octahydro-7H-1,2,5,7-tetraazabenzo[cd]azulen-7-yl)prop-2-en-1-one NC1=C(C=CC(=C1F)C1CCC1)N1N=C2CCN(CC3C2=C1CCN3C(C3=CN=C(C(=C3)O)C(F)(F)F)=O)C(C=C)=O